4-(5-(5-ethoxy-6-(5-methyl-4-oxo-7-propyl-3,4-dihydroimidazo[5,1-f][1,2,4]triazin-2-yl)pyridin-2-yl)-8-oxo-6-thioxo-5,7-diazaspiro[3.4]octan-7-yl)-2-(trifluoromethyl)benzonitrile C(C)OC=1C=CC(=NC1C1=NN2C(C(N1)=O)=C(N=C2CCC)C)N2C1(CCC1)C(N(C2=S)C2=CC(=C(C#N)C=C2)C(F)(F)F)=O